BrC=1C=C(CN(S(=O)(=O)C2=CC=C(C=C2)NC(=O)NCC2=CC=NC=C2)CC2=CC=C(C=C2)F)C=CC1Br N-(3,4-dibromobenzyl)-N-(4-fluorobenzyl)-4-(3-(pyridin-4-ylmethyl)ureido)benzenesulfonamide